C1(CCC1)NC(CNS(=O)(=O)C1=CC(=NC=C1O)OC1=C(C=C(C=C1Cl)N1N=C(C(NC1=O)=O)C(F)F)Cl)=O N-cyclobutyl-2-[[2-[2,6-dichloro-4-[6-(difluoromethyl)-3,5-dioxo-1,2,4-triazin-2-yl]-phenoxy]-5-hydroxy-4-pyridinyl]-sulfonylamino]-acetamide